2-pyridylmethanol N1=C(C=CC=C1)CO